C(C)(C)(C)OC(=O)N1CC(CC1)C(=O)OCC1=CC=CC=C1 pyrrolidine-1,3-dicarboxylic acid 3-benzyl 1-(tert-butyl) ester